Cl.ClC=1C=C(C=CC1C)NC1N(C(=NC(=N1)N)N1CCCC1)C=1C=C(C=CC1)C N-(3-Chloro-4-methylphenyl)-6-pyrrolidin-1-yl-N1-m-tolyl-[1,3,5]triazine-2,4-diamine hydrochloride